4-Amino-3-[6-(2,4-dichlorophenyl)pyridin-3-ylazo]naphthalin NC1=C(C=CC2=CC=CC=C12)N=NC=1C=NC(=CC1)C1=C(C=C(C=C1)Cl)Cl